C(#N)C1=NC2=CC(=CC(=C2N=C1NCC1(CC1)C(F)(F)F)[C@@H](C)NC1=C(C(=O)O)C=CC=C1)C (R)-2-((1-(2-cyano-7-methyl-3-(((1-(trifluoromethyl)cyclopropyl)meth-yl)amino)quinoxalin-5-yl)ethyl)-amino)benzoic acid